(2r,4r)-4-((S)-2-aminobutanamido)-2-(4-dihydroxyboryl-butyl)pyrrolidine-2-carboxylic acid N[C@H](C(=O)N[C@@H]1C[C@@](NC1)(C(=O)O)CCCCB(O)O)CC